tert-Butyl (S)-1-methyl-2-((3-(2-oxo-1-(4-phenylcyclohexyl)-1,2-dihydro-3H-imidazo[4,5-b]pyridin-3-yl)pyrrolidin-1-yl)methyl)-1H-imidazole-5-carboxylate CN1C(=NC=C1C(=O)OC(C)(C)C)CN1C[C@H](CC1)N1C(N(C=2C1=NC=CC2)C2CCC(CC2)C2=CC=CC=C2)=O